C(C)(C)(C)C=1CN(CC1)C(=O)NC1=C(C=C(C(=C1)C=1C=C(C=2N(C1)C=CN2)N2CCOCC2)C)F 3-Tert-butyl-N-{2-fluoro-4-methyl-5-[8-(morpholin-4-yl)imidazo[1,2-a]pyridin-6-yl]phenyl}-2,5-dihydropyrrole-1-carboxamide